butyl 4-((6-((4-cyano-2-fluorophenoxy)methyl)pyridin-2-yl)oxy)piperidine-1-carboxylate C(#N)C1=CC(=C(OCC2=CC=CC(=N2)OC2CCN(CC2)C(=O)OCCCC)C=C1)F